1,2,2-trifluorovinyltriphenylsilane FC(=C(F)F)[Si](C1=CC=CC=C1)(C1=CC=CC=C1)C1=CC=CC=C1